COC1=C(C=C(C(=C1OC)OC)OC)\N=N\C1=C(C(=C(C(=C1)OC)OC)OC)OC (E)-1,2-bis(2,3,4,5-tetramethoxyphenyl)diazene